CN(CCCCCCO[Si](OC(OC\C=C(\CCCC(CCCC(CCCC(C)C)C)C)/C)CCCCCCCCCCCCCCC)(C)C)CC#C (E)-N,8,8,14,18,22,26-heptamethyl-10-pentadecyl-N-(prop-2-yn-1-yl)-7,9,11-trioxa-8-silaheptacos-13-en-1-amine